C(C)(C)NC(OC1CC(CC1)C=1C=C2C(=NC1)NC(=C2)C(N(C)C)=O)=O [3-[2-(dimethylcarbamoyl)-1H-pyrrolo[2,3-b]pyridin-5-yl] cyclopentyl] N-isopropylcarbamate